(RS)-α-cyano-3-phenoxybenzyl (RS)-2-(4-chlorophenyl)-3-methylbutyrate ClC1=CC=C(C=C1)[C@H](C(=O)O[C@H](C1=CC(=CC=C1)OC1=CC=CC=C1)C#N)C(C)C |r|